C(C1=CC=CC=C1)OC(C(CC(=O)C)N)=O aminolevulinic acid-benzylester